1,1'-[1,2-ethanediylbis(oxy)]bis[2-propan-amine] C(COCC(C)N)OCC(C)N